The molecule is an arenesulfonate that is the conjugate base of 4-(hydroxymethyl)benzenesulfonic acid, obtained by deprotonation of the sulfonic acid group. It is a conjugate base of a 4-(hydroxymethyl)benzenesulfonic acid. C1=CC(=CC=C1CO)S(=O)(=O)[O-]